CC=1C=C(CC=2C=C(C=C(C2O)C)CC2=CC(=C(C(=C2)C)O)CC2=CC(=C(C(=C2)C)O)C)C=C(C1O)C bis[3-(3,5-dimethyl-4-hydroxybenzyl)-4-hydroxy-5-methylphenyl]methane